C(C1=CC=CC=C1)S(=O)(=O)C(C1=CC=CC=C1)NC=O N-(alpha-toluenesulfonylbenzyl)formamide